N-(4-(4-(2-(4,4-difluoropiperidin-1-yl)-6-methylpyrimidin-4-yl)-1H-pyrazol-1-yl)-3-(4-methylpiperidin-1-yl)phenyl)-2-hydroxyethane-1-sulfonamide FC1(CCN(CC1)C1=NC(=CC(=N1)C=1C=NN(C1)C1=C(C=C(C=C1)NS(=O)(=O)CCO)N1CCC(CC1)C)C)F